NC=1C=NC=C(C1N)C#N 3,4-Diamino-5-cyano-pyridine